C(C)(C)OC1=NC(=NC=C1)NC1=C(C=NN1C)C1=NC=C(C(=N1)C)O[C@@H]1C[C@H](CCC1)C(=O)O (1S,3S)-3-((2-(5-((4-isopropoxypyrimidin-2-yl)amino)-1-methyl-1H-pyrazol-4-yl)-4-methyl-pyrimidin-5-yl)oxy)cyclohexane-1-carboxylic acid